NC=1C2=C(N=CN1)C(=NC(=C2)N2CC(CCC2)(F)F)C=2C(=C(C=CC2C)O)C (R)-3-(4-amino-6-(3,3-difluoropiperidin-1-yl)pyrido[3,4-d]pyrimidin-8-yl)-2,4-dimethylphenol